Cl.Cl.C[C@@H]1CN(C[C@@H](N1)C)C1=CC=C(N=N1)C1=NC=C(C=C1O)C1=CC2=CN(N=C2C(=C1)OC)C 2-{6-[(3R,5S)-3,5-dimethylpiperazin-1-yl]pyridazin-3-yl}-5-(7-methoxy-2-methyl-2H-indazol-5-yl)pyridin-3-ol dihydrochloride